ClC=1N=C(SC1)C=1N=NN(C1)[C@@H]1[C@H]([C@@H](SC2=CC(=C(C=C2)C#N)Cl)O[C@@H]([C@@H]1O)CO)O 3-chloro-4-cyanophenyl 3-[4-(4-chlorothiazol-2-yl)-1H-1,2,3-triazol-1-yl]-3-deoxy-1-thio-alpha-D-galactopyranoside